C1(CCC1)CN1C(NCC12CCC(CC2)(C2=CC=CC=C2)N(CCC)C)=O CIS-1-(Cyclobutyl-methyl)-8-(methyl-propyl-amino)-8-phenyl-1,3-diazaspiro[4.5]decan-2-one